OC(C(=O)N[C@H](CO)[C@H](O)C(CCCCCCCCCCCCCC)O)CCCCCCCCCCCCCCCCCCCCCCCCCCCCCC N-(2-hydroxydotriacontanoyl)-4R-hydroxysphinganine